tert-butyl (cyclopropylmethyl)((3R)-1-(1-(1-(4-(6-(3,3-dimethylpyrrolidin-1-yl)pyrazin-2-yl)-1H-1,2,3-triazol-1-yl)ethyl)-2-oxo-1,2-dihydropyridin-4-yl)piperidin-3-yl)carbamate C1(CC1)CN(C(OC(C)(C)C)=O)[C@H]1CN(CCC1)C1=CC(N(C=C1)C(C)N1N=NC(=C1)C1=NC(=CN=C1)N1CC(CC1)(C)C)=O